(2S)-2-(hydroxymethyl)-4-(4-(trifluoromethyl)phenyl)pyrrolidine-1-carboxylic acid tert-butyl ester C(C)(C)(C)OC(=O)N1[C@@H](CC(C1)C1=CC=C(C=C1)C(F)(F)F)CO